C(C(=C)C)(=O)OCCC[SiH2][Si](=O)C 3-(methacryloyloxy)propylmethyldisilaneOne